BrCC1=CC(=NN1C)S(=O)(=O)NC(NC1=C2CCCC2=C(C=2CCCC12)F)=O 5-(bromomethyl)-N-((8-fluoro-1,2,3,5,6,7-hexahydro-s-indacen-4-yl)carbamoyl)-1-methyl-1H-pyrazole-3-sulfonamide